(S)-2-((R)-4,4-difluoro-3-(5-oxo-4,5-dihydropyrazin-2-yl)piperidin-1-yl)-N-((R)-5-(3,5-difluorophenyl)-6,7-dihydro-5H-pyrrolo[1,2-a]imidazol-2-yl)propanamide FC1([C@H](CN(CC1)[C@H](C(=O)NC=1N=C2N(C1)[C@H](CC2)C2=CC(=CC(=C2)F)F)C)C=2N=CC(NC2)=O)F